2-(6-chloro-9H-fluoren-2-yl)-4,4,5,5-tetramethyl-1,3,2-dioxaborolane ClC=1C=C2C=3C=CC(=CC3CC2=CC1)B1OC(C(O1)(C)C)(C)C